6-fluoro-5-((4-fluoro-2-methoxy-5-nitrophenoxy)methyl)-2,3-dihydrobenzo[b][1,4]dioxin FC1=C(C2=C(OCCO2)C=C1)COC1=C(C=C(C(=C1)[N+](=O)[O-])F)OC